(2-amino-4-(benzyloxy)-5-methoxyphenyl)(3-(hydroxymethyl)-3,4-dihydroisoquinolin-2(1H)-yl)methanone NC1=C(C=C(C(=C1)OCC1=CC=CC=C1)OC)C(=O)N1CC2=CC=CC=C2CC1CO